C(=C)OCC(COC=C)OC=C 1,2,3-Tris(vinyloxy)propan